5-((3,3-difluoroazetidin-1-yl)methyl)-2-((5-fluoro-4-methoxypyridin-2-yl)methyl)-7-((2-(methylamino)-1H-imidazol-1-yl)methyl)-3,4-dihydroisoquinolin-1(2H)-one FC1(CN(C1)CC1=C2CCN(C(C2=CC(=C1)CN1C(=NC=C1)NC)=O)CC1=NC=C(C(=C1)OC)F)F